O1C(CCCC1)OCC#CC=1N=CSC1C1=CC=C(C=C1)[C@H](C)NC(OC(C)(C)C)=O tert-butyl ((1S)-1-(4-(4-(3-((tetrahydro-2H-pyran-2-yl)oxy)prop-1-yn-1-yl)thiazol-5-yl)phenyl)ethyl)carbamate